(R)-2-(9-(4-fluorophenyl)-6-oxaspiro[4.5]decan-9-yl)-N-(2-(pyridin-4-yl)benzyl)ethylamine dihydrochloride Cl.Cl.FC1=CC=C(C=C1)[C@@]1(CCOC2(CCCC2)C1)CCNCC1=C(C=CC=C1)C1=CC=NC=C1